C1(CC1)CN1C(=CC2=CC(=CC(=C12)C1CCN(CC1)C(=O)C1CC(C1)(C(F)(F)F)O)F)C1=NN2C(C=CC(=C2)C=O)=C1C (2-(1-(cyclopropylmethyl)-5-fluoro-7-(1-(3-hydroxy-3-(trifluoromethyl)cyclobutan-1-carbonyl)piperidin-4-yl)-1H-indol-2-yl)-3-methylpyrazolo[1,5-a]pyridin-6-yl)methanone